(R)-4-(2-cyclopropyl-6-(7-((2-methylmorpholinyl)methyl)-4-oxo-9-(trifluoromethyl)-4H-pyrido[1,2-a]pyrimidin-3-yl)pyridin-4-yl)-3-(4-methyl-4H-1,2,4-triazol-3-yl)benzonitrile C1(CC1)C1=NC(=CC(=C1)C1=C(C=C(C#N)C=C1)C1=NN=CN1C)C1=CN=C2N(C1=O)C=C(C=C2C(F)(F)F)CN2C[C@H](OCC2)C